8-(5-(6-methylpyrimidin-4-yl)-1H-pyrazole-3-carbonyl)-8-azabicyclo[3.2.1]octane-3-carboxamide CC1=CC(=NC=N1)C1=CC(=NN1)C(=O)N1C2CC(CC1CC2)C(=O)N